C(C)(=O)O.C(CCC)N1CN(C=C1)CC 1-butyl-3-ethylimidazole acetate